N-[4-[8-amino-5-chloro-3-(trideuteriomethyl)imidazo[1,5-a]pyrazin-1-yl]-3-methyl-phenyl]-2-(3-fluorophenyl)-2-hydroxy-acetamide NC=1C=2N(C(=CN1)Cl)C(=NC2C2=C(C=C(C=C2)NC(C(O)C2=CC(=CC=C2)F)=O)C)C([2H])([2H])[2H]